5-(3-Methoxyphenyl)-2-methyl-N-(3-(2-(4-methylpiperazin-1-yl)propyl)-1,2,4-thiadiazol-5-yl)furan-3-carboxamide COC=1C=C(C=CC1)C1=CC(=C(O1)C)C(=O)NC1=NC(=NS1)CC(C)N1CCN(CC1)C